CC1(CCC(CC1)CN[C@@H]1C=C([C@@H]([C@@H]([C@H]1O)O)O)CF)C (1S,2S,3S,6R)-6-(((4,4-dimethylcyclohexyl)methyl)amino)-4-(fluoromethyl)cyclohex-4-ene-1,2,3-triol